NCC1=NNC(C2=CC=C(C=C12)C1=CN=C2N1C=C(N=C2)C)=O 4-(aminomethyl)-6-(6-methylimidazo[1,2-a]pyrazin-3-yl)phthalazin-1(2H)-one